C(#N)C1CCC(CC1)NC(CC1=C(C=CC=2N1C=NC2)C2=CC=CC=C2)=O N-(4-cyanocyclohexyl)-2-(6-phenylimidazo[1,5-a]pyridin-5-yl)acetamide